C(C)(C)(C)OC(=O)N1CCCC=2N=CN=C(C21)C(=O)O 5-(tert-butoxycarbonyl)-5,6,7,8-tetrahydropyrido[3,2-d]pyrimidine-4-carboxylic acid